COC1=CC=C2C(OC(C2=C1)=CC=1C=C(C(=O)N2CCN(CC2)C2=NC=C(C#N)C=C2)C=CC1)=O 6-(4-(3-((6-Methoxy-3-oxoisobenzofuran-1(3H)-ylidene)methyl)benzoyl)piperazin-1-yl)nicotinonitrile